FC=1C=CC(=NC1)C=1OC=NN1 (5-fluoropyridin-2-yl)-1,3,4-oxadiazole